(Z)-2-(2-(3-(3,5-bis(trifluoromethyl)phenyl)-1H-1,2,4-triazol-1-yl)vinyl)-1,3,4-oxadiazole FC(C=1C=C(C=C(C1)C(F)(F)F)C1=NN(C=N1)\C=C/C=1OC=NN1)(F)F